N=1SN=C2C1C(=CC=C2C2=CC=C(S2)C=2SC(=CC2)C=2N(C(C=1C2C(N(C1C=1SC=CC1)CC(CCCC)CC)=O)=O)CC(CCCC)CC)C1=CC=C(S1)C=1SC(=CC1)C=1N(C(C=2C1C(N(C2C=2SC=CC2)CC(CCCC)CC)=O)=O)CC(CCCC)CC 6,6'-(Benzo[c][1,2,5]thiadiazole-4,7-diylbis([2,2'-bithiophen]-5',5-diyl))bis(2,5-bis(2-ethylhexyl)-3-(thiophen-2-yl)-2,5-dihydropyrrolo[3,4-c]pyrrol-1,4-dion)